N-(2-(4,4-Difluoropiperidin-1-yl)-6-methylpyrimidin-4-yl)-4-(isopropylsulfonyl)-2-(6-azaspiro[2.5]octan-6-yl)benzamide FC1(CCN(CC1)C1=NC(=CC(=N1)NC(C1=C(C=C(C=C1)S(=O)(=O)C(C)C)N1CCC2(CC2)CC1)=O)C)F